C(C)(C)C=1C=NN2C1N=C(C=C2O)C=2C=NC=CC2 3-isopropyl-5-(3-pyridyl)pyrazolo[1,5-a]Pyrimidin-7-ol